FC=1C=C2C(C(=CN(C2=NC1N1CC(C1)CNC1=CC=NC=C1)C=1SC=CN1)C(=O)O)=O 6-fluoro-4-oxo-7-{3-[(pyridin-4-ylamino)methyl]azetidin-1-yl}-1-(1,3-thiazol-2-yl)-1,4-dihydro-1,8-naphthyridine-3-carboxylic acid